C(C)(C)(C)C1=CN=C(O1)CSC1=CN=C(S1)NC(=O)C1CCN(CC1)CC1=C(C=CC=C1)C1C(NC(CC1)=O)=O N-(5-(((5-(tert-butyl)oxazol-2-yl)methyl)thio)thiazol-2-yl)-1-(2-(2,6-dioxopiperidin-3-yl)benzyl)piperidine-4-carboxamide